1-(3-chloro-2-methoxypyridin-4-yl)-N-(5-cyano-6-(2H-1,2,3-triazol-2-yl)pyridin-3-yl)-5-(trifluoromethyl)-1H-pyrazole-4-carboxamide ClC=1C(=NC=CC1N1N=CC(=C1C(F)(F)F)C(=O)NC=1C=NC(=C(C1)C#N)N1N=CC=N1)OC